trans-N-(3-cyclopropoxy-1-(hydroxy-4-methylcyclohexyl)-1H-pyrazol-4-yl)carboxamide C1(CC1)OC1=NN(C=C1NC=O)C1(CCC(CC1)C)O